FC=1C=C(C=C(C1F)F)C1=C(C=CC=C1)NC(=O)C=1C(=NN(C1Cl)C)C N-(3',4',5'-trifluoro-biphenyl-2-yl)-5-chloro-1,3-dimethyl-pyrazol-4-yl-carboxamide